(2-(methylamino)ethyl)sulfonamide hydrochloride Cl.CNCCS(=O)(=O)N